ethyl 3-(2-methoxyphenyl)-5-(trimethylsilyl)-1,2,3-triazole-4-carboxylate COC1=C(C=CC=C1)N1N=NC(=C1C(=O)OCC)[Si](C)(C)C